3,5-dimethyl-4-(pyrrolidin-3-yl)isoxazole CC1=NOC(=C1C1CNCC1)C